1-(2-((4-(5-(2,5-dihydro-1H-pyrrol-1-yl)pyridin-3-yl)-1H-1,2,3-triazole-1-yl)methyl)imidazo[1,2-a]pyridin-6-yl)-N-((3-fluorobicyclo[1.1.1]pentan-1-yl)methyl)methanamine hydrochloride Cl.N1(CC=CC1)C=1C=C(C=NC1)C=1N=NN(C1)CC=1N=C2N(C=C(C=C2)CNCC23CC(C2)(C3)F)C1